N-(6-methoxy-2-methyl-1,2,3,4-tetrahydroisoquinolin-7-yl)-7-(4-methylpyridin-3-yl)quinazolin-2-amine COC=1C=C2CCN(CC2=CC1NC1=NC2=CC(=CC=C2C=N1)C=1C=NC=CC1C)C